1,2-dimyristyloxy-propylamine C(CCCCCCCCCCCCC)OC(C(C)OCCCCCCCCCCCCCC)N